Tert-Butyl Phenyl Carbonate C(OC(C)(C)C)(OC1=CC=CC=C1)=O